C[C@@]12CCC/C(/[C@@H]2CC[C@@H]1C#CC#C[Si](C)(C)C)=C\C=C\1/C([C@H](C[C@@H](C1)O)O)=C (1R,3S,Z)-5-(2-{(1S,3aS,7aS,E)-7a-Methyl-1-[(trimethylsilyl)buta-1,3-diyn-1-yl]octahydro-4H-inden-4-ylidene}ethylidene)-4-methylenecyclohexane-1,3-diol